5-amino-1-cyclopropyl-3-(7-((5-fluoro-2-methoxybenzamido)methyl)-1H-pyrrolo[2,3-c]pyridin-4-yl)-1H-pyrazole-4-carboxamide NC1=C(C(=NN1C1CC1)C1=C2C(=C(N=C1)CNC(C1=C(C=CC(=C1)F)OC)=O)NC=C2)C(=O)N